FC1=C(C(=CC=C1)F)N1C(C2=CC=CC=C2C1)=N 2-(2,6-difluorophenyl)isoindoline-1-imine